Cl.ClC=1C=CC2=C(N(C3=C(CC2)C=CC=C3)CCCNC/C=C/C(=O)N(C)C)C1 (E)-4-[[3-(3-chloro-10,11-dihydro-5H-dibenzo[b,f]azepin-5-yl)propyl]amino]-N,N-dimethyl-but-2-enamide hydrochloride